C(#N)[C@@]1(C(N(C[C@H]1C)C=1C=2N(N=CC1)C=C(C2)C2=CC(=NC=C2)NC(C)=O)=O)C2CC2 N-[4-[4-[(3R,4S)-3-cyano-3-cyclopropyl-4-methyl-2-oxopyrrolidin-1-yl]pyrrolo[1,2-b]pyridazin-6-yl]pyridin-2-yl]acetamide